8-(3-aminophenyl)-6-(4-fluorophenoxy)-2-((1-methyl-1H-pyrazol-4-yl)amino)pyrido[2,3-d]pyrimidin NC=1C=C(C=CC1)N1CC(=CC2=C1N=C(N=C2)NC=2C=NN(C2)C)OC2=CC=C(C=C2)F